C(C)(C)(C)OOOCC=1SC=CC1 (1-thienyl-methyl) tert-butyl-peroxy ether